FC(OC1=NC(=NN2C1=C(C=C2)C=2C=C1C=CC=NC1=CC2)N[C@@H]2[C@@H](CN(CC2)C(C)=O)F)F 1-((3R,4S)-4-((4-(difluoromethoxy)-5-(quinolin-6-yl)pyrrolo[2,1-f][1,2,4]triazin-2-yl)amino)-3-fluoropiperidin-1-yl)ethan-1-one